E-1,1,1,4,4,5,5,5-octafluoro-2-pentene FC(\C=C\C(C(F)(F)F)(F)F)(F)F